C12(CC(C1)C2)N2N=CC=1C2=NC(=NC1Cl)Cl 1-(bicyclo[1.1.1]pent-1-yl)-4,6-dichloro-1H-pyrazolo[3,4-d]pyrimidine